(3R)-1-(2-{[(4as,7ar)-1-methyl-octahydro-1H-cyclopenta[b]pyridin-4a-yl]methoxy}-8-fluoro-7-(3-hydroxynaphthalen-1-yl)quinazolin-4-yl)-3-methylpiperidin-3-ol CN1[C@H]2[C@@](CCC1)(CCC2)COC2=NC1=C(C(=CC=C1C(=N2)N2C[C@@](CCC2)(O)C)C2=CC(=CC1=CC=CC=C21)O)F